7-HYDROXYQUINOLINE-5-CARBOXALDEHYDE OC=1C=C(C=2C=CC=NC2C1)C=O